NC=1C=2N(C(=CN1)Cl)C(=NC2C2=CC=C(C=C2)[C@](C)(C2=CC(=CC=C2)C(F)(F)F)O)[C@H]2CN1C(CC[C@@H]1CC2)=O (6R,8aS)-6-[8-Amino-5-chloro-1-(4-{(1R)-1-hydroxy-1-[3-(trifluoromethyl)phenyl]ethyl}phenyl)-imidazo[1,5-a]pyrazin-3-yl]hexahydroindolizin-3(2H)-on